5-(azetidin-3-yl)-2-[3-(trifluoromethyl)pyrrolidin-1-yl]pyridine N1CC(C1)C=1C=CC(=NC1)N1CC(CC1)C(F)(F)F